Calcium L-Threonate O=C([C@H](O)[C@@H](O)CO)[O-].[Ca+2].O=C([C@H](O)[C@@H](O)CO)[O-]